[Ce].[Al] aluminum, cerium salt